(S)-2-(4-(6-((4-cyano-2-fluorobenzyl)oxy)pyridin-2-yl)-2,5-difluorobenzyl)-3-(4,4-dimethyltetrahydrofuran-3-yl)-3H-imidazo[4,5-b]pyridine-5-carboxylic acid C(#N)C1=CC(=C(COC2=CC=CC(=N2)C2=CC(=C(CC3=NC=4C(=NC(=CC4)C(=O)O)N3[C@@H]3COCC3(C)C)C=C2F)F)C=C1)F